BrC1=CC=C(C=C1)P(=O)(C)Cl (4-bromophenyl)(methyl)-phosphinic chloride